[Zn].[Mn] manganese-zinc